BrC1=CC(=CC(=N1)C1CC1)C(F)(F)F 6-bromo-2-cyclopropyl-4-(trifluoromethyl)pyridine